4-[trans-2,2-dichloro-3-(3-phenyl-1,2,4-oxadiazol-5-yl)cyclopropyl]benzenesulfonamide ClC1([C@H]([C@@H]1C1=NC(=NO1)C1=CC=CC=C1)C1=CC=C(C=C1)S(=O)(=O)N)Cl